2-(azetidin-1-yl)-8-chloro-7-(4,4,5,5-tetramethyl-1,3,2-dioxaborolan-2-yl)quinoxaline N1(CCC1)C1=NC2=C(C(=CC=C2N=C1)B1OC(C(O1)(C)C)(C)C)Cl